C(C)(C)(C)OC(=O)C1(CC2=C(OC3=C2C=CC=C3)C1)C(=O)[O-] (tert-butyl)-1,3-dihydro-2H-cyclopenta[b]benzofuran-2,2-dicarboxylate